tert-butyl 3-[1-[2-(2,6-dioxo-3-piperidyl)-1,3-dioxo-isoindolin-5-yl]-4-piperidyl]azetidine-1-carboxylate O=C1NC(CCC1N1C(C2=CC=C(C=C2C1=O)N1CCC(CC1)C1CN(C1)C(=O)OC(C)(C)C)=O)=O